CC1=CC=C2C(=C(NC2=C1)C1=CC=CC=C1)C(C[N+](=O)[O-])C=1SC=C(C1)B1OC(C(O1)(C)C)(C)C 6-methyl-3-(2-nitro-1-(4-(4,4,5,5-tetramethyl-1,3,2-dioxaborolan-2-yl)thiophen-2-yl)ethyl)-2-phenyl-1H-indole